OCC([C@H]1[C@@H](C[C@H]2[C@@H]3CCC4=CC(C=C[C@]4(C)[C@H]3CC[C@]12C)=O)C)=O hydroxy-16alpha-methylpregna-1,4-diene-3,20-dione